[Ti].OC1=CC=C(C=C1)C=1C2=CC=C(N2)C(=C2C=CC(C(=C3C=CC(=C(C=4C=CC1N4)C4=CC=C(C=C4)[N+](=O)[O-])N3)C3=CC=C(C=C3)[N+](=O)[O-])=N2)C2=CC=C(C=C2)[N+](=O)[O-] 5-(4-hydroxyphenyl)-10,15,20-tris(4-nitrophenyl)porphyrin titanium